(3-methoxyphenyl)-2-hydrazinothiazole COC=1C=C(C=CC1)C=1N=C(SC1)NN